BrC=1C=NC=C(C1)COCCOC 3-bromo-5-(2-methoxyethoxymethyl)pyridine